ClC1=C(C=C2C=C(N=CC2=C1)NC(=O)[C@@H]1[C@H](C1)C=1C=NC=NC1)N1CCC(CC1)(C)C#N (1S,2S)-N-[7-chloro-6-(4-cyano-4-methyl-1-piperidinyl)-3-isoquinolinyl]-2-pyrimidin-5-yl-cyclopropanecarboxamide